C(C=1C(C(=O)OCC(CCCCC)CCC)=CC(C(=O)OCC(CCCCC)CCC)=CC1)(=O)OCC(CCCCC)CCC tri(2-propyl heptyl) trimellitate